3-(p-bromophenoxy)methyl-1,4,2-dioxazol-5-one BrC1=CC=C(OCC2=NOC(O2)=O)C=C1